(4-((6-chloro-4-fluoropyridin-3-yl)ethynyl)phenyl)(4-hydroxypiperidin-1-yl)methanone methyl-(1s,4s)-4-hydroxycyclohexane-1-carboxylate COC(=O)C1CCC(CC1)O.ClC1=CC(=C(C=N1)C#CC1=CC=C(C=C1)C(=O)N1CCC(CC1)O)F